4-hexyl-1,3-dioxolane C(CCCCC)C1OCOC1